COC1=CC=C(C=C1)C1=NN2C(=NC=3C=C(C=CC3C2=N1)C(F)(F)F)N[C@H]1C(NCCCC1)=O (3R)-3-{[2-(4-methoxyphenyl)-8-(trifluoromethyl)[1,2,4]triazolo[1,5-c]quinazolin-5-yl]amino}azepan-2-one